F[C@@H](C=O)[C@@H](O)[C@H](O)[C@H](O)CO 2-deoxy-2-fluoroglucose